ClC=1C=C(C=CC1OC)N(C(C#C)=O)C1(CCCCC1)C(=O)NC(C1=CC=CC=C1)(C1=CC=CC=C1)C1=CC=CC=C1 1-(N-(3-chloro-4-methoxyphenyl)propiolamido)-N-tritylcyclohexane-1-carboxamide